N-cyano-4-[[[6-[cyclopropyl-[[4-(trifluoromethyl)phenyl]methyl]amino]-5-fluoro-pyrimidin-4-yl]amino]methyl]benzamide C(#N)NC(C1=CC=C(C=C1)CNC1=NC=NC(=C1F)N(CC1=CC=C(C=C1)C(F)(F)F)C1CC1)=O